6-palmitoylaminohexanoic acid C(CCCCCCCCCCCCCCC)(=O)NCCCCCC(=O)O